[6-(5-cyclopropyl-4H-1,2,4-triazol-3-yl)-2-azaspiro[3.3]heptan-2-yl]-[6-[5-(trifluoromethyl)pyrazin-2-yl]-2-azaspiro[3.3]heptan-2-yl]methanone C1(CC1)C=1NC(=NN1)C1CC2(CN(C2)C(=O)N2CC3(C2)CC(C3)C3=NC=C(N=C3)C(F)(F)F)C1